C1(C=CC=C1)[Ti](C1=C(C(=CC=C1F)NC(=O)NC1=CC=CC=C1)F)(C1=C(C(=CC=C1F)NC(=O)NC1=CC=CC=C1)F)C1C=CC=C1 bis(cyclopentadienyl)bis[2,6-difluoro-3-(3-phenylureido)phenyl]titanium